(6-(1H-pyrazol-1-yl)-5-(trifluoromethyl)pyridin-3-yl)-5-cyclopropyl-1-(4-carbonyl-4H-pyrido[1,2-a]pyrimidin-9-yl)-1H-pyrazole-4-carboxamide N1(N=CC=C1)C1=C(C=C(C=N1)C1=NN(C(=C1C(=O)N)C1CC1)C1=CC=CN2C1=NC=CC2=C=O)C(F)(F)F